1-N'-(4-Fluorophenyl)-1-N-[4-[7-(6-propan-2-yloxypyridin-3-yl)quinolin-4-yl]oxyphenyl]cyclopropane-1,1-dicarboxamide hydrochloride Cl.FC1=CC=C(C=C1)NC(=O)C1(CC1)C(=O)NC1=CC=C(C=C1)OC1=CC=NC2=CC(=CC=C12)C=1C=NC(=CC1)OC(C)C